3-[[5-[5-(difluoromethyl)-1,3,4-oxadiazol-2-yl]-2-pyridinyl]methyl]-5-(1,2,3,4-tetrahydroisoquinolin-7-yl)-1,3,4-oxadiazol-2-one FC(C1=NN=C(O1)C=1C=CC(=NC1)CN1C(OC(=N1)C1=CC=C2CCNCC2=C1)=O)F